N-[(5-chlorothiophen-2-yl)methyl]-3-[1-(morpholine-4-carbonyl)pyrrolidin-3-yl]-1H-pyrazol-5-amine ClC1=CC=C(S1)CNC1=CC(=NN1)C1CN(CC1)C(=O)N1CCOCC1